CC1=NN(C2=CC=C(C=C12)[N+](=O)[O-])N1CCN(CC1)C 3-methyl-1-(1-methylpiperazin-4-yl)-5-nitro-1H-indazole